N[C@H](C(=O)O)CC1=CNC2=CC=C(C=C12)F (S)-2-amino-3-(5-fluoro-1H-indol-3-yl)propionic acid